2-(4-methoxyphenyl)-5-methyl-1,3-dioxan COC1=CC=C(C=C1)C1OCC(CO1)C